OC(CNC=1C=2N(C=C(C1)C=1NC3=CC=C(C=C3C1C(C)C)C1CCN(CC1)CC(=O)N(C)C)N=CN2)(C)C 2-(4-(2-(8-((2-hydroxy-2-methylpropyl)amino)-[1,2,4]triazolo[1,5-a]pyridin-6-yl)-3-isopropyl-1H-indol-5-yl)piperidin-1-yl)-N,N-dimethylacetamide